CSC1=NC(NC(N1)=O)=O 6-(methylthio)-1,3,5-triazine-2,4(1H,3H)-dione